4-[[7-[(3-fluoro-2-pyridinyl)oxy]-4-methyl-2-oxo-chromen-3-yl]methyl]indoline-1-carboxylic acid tert-butyl ester C(C)(C)(C)OC(=O)N1CCC2=C(C=CC=C12)CC=1C(OC2=CC(=CC=C2C1C)OC1=NC=CC=C1F)=O